CN[C@@H](CC1=CC=CC=C1)C(=O)[O-] Methyl-L-phenylalaninate